(p-tert-amyl-phenoxy)ethanol C(C)(C)(CC)C1=CC=C(OC(C)O)C=C1